ClC=1C(=C(OC=2C(=CC(=NC2)[N+](=O)[O-])C=2C=C3CN(CC3=CC2)C(=O)OC(C)(C)C)C=CC1)C(=O)OC tert-butyl 5-(5-(3-chloro-2-(methoxycarbonyl)phenoxy)-2-nitropyridin-4-yl)isoindoline-2-carboxylate